ClC=1C=CC(=C(C(=O)NC(OOC(C2=CC=CC=C2)C(C)(C)C)=O)C1)S(=O)(=O)Cl tert-butylbenzyloxy (5-chloro-2-(chlorosulfonyl)benzoyl)carbamate